Acrylic acid, 6-methylheptyl ester C(C=C)(=O)OCCCCCC(C)C